N-(6-amino-5-ethyl-3-pyridyl)-2-oxo-2-[(2R,5S)-2-[3-[3-(dimethylamino)-1,1-difluoro-propyl]phenyl]-5-methyl-1-piperidyl]acetamide NC1=C(C=C(C=N1)NC(C(N1[C@H](CC[C@@H](C1)C)C1=CC(=CC=C1)C(CCN(C)C)(F)F)=O)=O)CC